NCCOCCOCCOC=CC(=O)NCCCN1C=2N(C3=CC=C(C=C3C1=O)F)C(NN2)=S 3-(2-(2-(2-aminoethoxy)ethoxy)ethoxy)-N-(3-(7-fluoro-5-oxo-1-thioxo-1,2-dihydro-[1,2,4]triazolo[4,3-a]quinazolin-4(5H)-yl)propyl)propenamide